CON(C(=O)C1CC(C1)NC(OC(C)(C)C)=O)C tert-butyl ((1r,3r)-3-(methoxy(methyl)carbamoyl)cyclobutyl)carbamate